2-{[4-({6-[(4-chloro-2-cyanophenoxy)methyl]pyridin-2-yl}oxy)piperidin-1-yl]methyl}-1-[(1-ethyl-1H-imidazol-5-yl)methyl]-1H-1,3-benzodiazole-6-carboxylic acid ClC1=CC(=C(OCC2=CC=CC(=N2)OC2CCN(CC2)CC2=NC3=C(N2CC2=CN=CN2CC)C=C(C=C3)C(=O)O)C=C1)C#N